COC(=O)N1N(CC(CC1=O)=O)C=1C=NC(=CC1)C#N methyl-2-(6-cyanopyridin-3-yl)-4,6-dioxotetrahydropyridazine-1(2H)-carboxylate